CN1C(OC2=C1C=CC(=C2)C2NCCOC2)=O 3-methyl-6-morpholin-3-yl-1,3-benzoxazol-2-one